CC(C[C@H]1[C@@H](C[C@H]2N(CCC3=CC(=C(C=C23)OC)OCC2COC2)C1)O)(C)C (2R,3R,11bR)-3-(2,2-dimethylpropyl)-10-methoxy-9-(oxetan-3-ylmethoxy)-1H,2H,3H,4H,6H,7H,11bH-pyrido[2,1-a]isoquinolin-2-ol